r-para-methylbenzoic acid CC1=CC=C(C(=O)O)C=C1